CSC1=NC=C(C(=N1)NC=1C=NC=CC1)C(=O)OCC Ethyl 2-methylsulfanyl-4-(3-pyridylamino)pyrimidine-5-carboxylate